2-(phenylsulfonyl)-1,3-dioxane C1(=CC=CC=C1)S(=O)(=O)C1OCCCO1